CC(C(C=C)ON1C(C2=CC=CC=C2C1=O)=O)C 2-((4-Methylpent-1-en-3-yl)oxy)isoindoline-1,3-dione